FC1=C(C=C(C=C1)C=1N=NN(C1)[C@H](C(=O)N1[C@@H](C[C@H](C1)O)C(=O)NC)C(C)(C)C)C(F)(F)F (2S,4R)-1-[(2S)-2-[4-[4-fluoro-3-(trifluoromethyl)phenyl]triazol-1-yl]-3,3-dimethyl-butanoyl]-4-hydroxy-N-methyl-pyrrolidine-2-carboxamide